C1(=CC=CC=C1)C1=C(C(=C(C=C1)C1=CC=CC=C1)C1=NN=NC(=C1C1=C(C=CC=C1)C1=CC=CC=C1)C1=CC=CC=C1)C1=CC=CC=2OC3=C(C21)C=CC=C3 phenyldibenzofuranyl-[phenyl(biphenylyl)triazinyl]biphenyl